C1=CC=CC=2C3=CC=CC=C3N(C12)C1=C2C(C(=O)NC2=O)=C(C(=C1N1C2=CC=CC=C2C=2C=CC=CC12)N1C2=CC=CC=C2C=2C=CC=CC12)N1C2=CC=CC=C2C=2C=CC=CC12 3,4,5,6-tetrakis(carbazol-9-yl)phthalimide